2,7-diiodo-fluorenylmethanol IC1=C(C=2CC3=CC(=CC=C3C2C=C1)I)CO